6-(5,6-difluoro-8-(methylamino)-4-thiomorpholino-9H-pyrido[2,3-b]indol-3-yl)-4-oxo-1-(pyrrolidin-3-yl)-1,4-dihydro-1,8-naphthyridine-3-carboxylic acid FC1=C2C3=C(NC2=C(C=C1F)NC)N=CC(=C3N3CCSCC3)C=3C=C1C(C(=CN(C1=NC3)C3CNCC3)C(=O)O)=O